N1N=[14CH]C=C1 [3-14C]Pyrazole